2-methyl-3-ethyl-1,12-diaminododecane CC(CN)C(CCCCCCCCCN)CC